FC=1C=C(CC(C(OC)OC)N)C=C(C1)OC (3-fluoro-5-methoxybenzyl)-2,2-dimethoxyethane-1-amine